C1=C(C=CC2=CC=CC=C12)NC(CC(F)(F)F)=O N-(naphthalen-2-yl)-3,3,3-trifluoropropionamide